C(CCC)(=O)N1CCC2(CC1)CC1(C2)C(N(C=2C1=C1C(=NC2)NC(=C1C=1C=C2C=NN(C2=CC1)C)C=1C=NN(C1)C)C)=O 1''-butyryl-6-methyl-1-(1-methyl-1H-indazol-5-yl)-2-(1-methyl-1H-pyrazol-4-yl)-3,6-dihydro-7H-dispiro[dipyrrolo[2,3-b:3',2'-d]pyridine-8,1'-cyclobutane-3',4''-piperidin]-7-one